C(=O)(Br)Br.C(CO)O ethylene glycol dibromocarbonate